5-amino-3-(4-(aminomethyl)-2-oxo-2,3-dihydrobenzo[d]oxazol-7-yl)-1-(1,1,1-trifluoropropan-2-yl)-1H-pyrazole-4-carbonitrile NC1=C(C(=NN1C(C(F)(F)F)C)C1=CC=C(C=2NC(OC21)=O)CN)C#N